C(C)(=O)C=1C=C(C=CC1)N(C(C(=C)C)=O)C=C N-(3-acetylphenyl)-N-vinyl-methacrylamide